5-bromo-3-(2-methoxyprop-2-yl)-2-methyl-2H-indazole BrC1=CC2=C(N(N=C2C=C1)C)C(C)(C)OC